CN(C=1C=C2C(=NN=C(C2=CC1)C1=C(C=C(C=C1)C)O)N[C@H]1CN(CCC1)C)C (R)-2-(6-(dimethylamino)-4-((1-methylpiperidin-3-yl)amino)phthalazin-1-yl)-5-methylphenol